BrC1=C(NC(C2=CC=CC=C12)=O)C1=CC=C(C=C1)C(C)(C)C 4-bromo-3-(4-(tert-butyl)phenyl)isoquinolin-1(2H)-one